ClC1=CC=C2/C(/C(NC2=C1)=O)=C/C1=CC(=CC=C1)Cl (Z)-6-chloro-3-(3-chlorobenzylidene)-1,3-dihydro-2H-indol-2-one